4-(6-(6-((6-Cyclopropoxypyridin-3-yl)methyl)-3,6-diazabicyclo[3.1.1]heptan-3-yl)pyridine-3-yl)-6-(3-(2-hydroxypropan-2-yl)azetidin-1-yl)pyrazolo[1,5-a]pyridine-3-carbonitrile C1(CC1)OC1=CC=C(C=N1)CN1C2CN(CC1C2)C2=CC=C(C=N2)C=2C=1N(C=C(C2)N2CC(C2)C(C)(C)O)N=CC1C#N